CC(C=O)C(C=O)C 2,3-dimethylsuccinaldehyde